2-(2-oxoimidazolidin-1-yl)ethyl methacrylate C(C(=C)C)(=O)OCCN1C(NCC1)=O